CC1=C(C(=NC=C1)C(C)=O)O methyl-2-acetyl-Hydroxy-pyridine